N1C=C(C2=CC=CC=C12)C1N(CCC2=CC=CC=C12)C(=O)N (1H-indol-3-yl)-3,4-dihydroisoquinoline-2(1H)-carboxamide